FC1=C(C=CC=C1)C(C(=O)OC)CNC1=NC=C(C=N1)C1=NOC(=N1)C(F)(F)F Methyl (2-fluorophenyl)-3-[[5-[5-(trifluoromethyl)-1,2,4-oxadiazol-3-yl]pyrimidin-2-yl]amino]propanoate